FC(C=1C(=NC=CC1)OC1=CC2=C(N=C(S2)N)C=C1)(F)F 6-[[3-(trifluoromethyl)-2-pyridyl]oxy]-1,3-benzothiazol-2-amine